2-ethylpyridin-3-yl-piperazine-1-carboxylic acid tert-butyl ester C(C)(C)(C)OC(=O)N1C(CNCC1)C=1C(=NC=CC1)CC